The molecule is an N-acyl-1-O-beta-D-glucosyl-15-methylhexadecasphing-4-enine in which the acyl group has 25 carbons and 0 double bonds and is 2-hydroxylated. It derives from a 15-methylhexadecasphing-4-enine. CCCCCCCCCCCCCCCCCCCCCCCC(C(=O)N[C@@H](CO[C@H]1[C@@H]([C@H]([C@@H]([C@H](O1)CO)O)O)O)[C@@H](/C=C/CCCCCCCCCC(C)C)O)O